(2S)-2-amino-3-[4-[4-[4-(tert-butoxycarbonylamino)butoxy]-2-ethyl-phenyl]phenyl]Propanoic Acid N[C@H](C(=O)O)CC1=CC=C(C=C1)C1=C(C=C(C=C1)OCCCCNC(=O)OC(C)(C)C)CC